C(C#C)S(=O)(=O)[O-].[Na+] sodium propargyl-sulphonate